(R)-5-(2-Amino-2-methylpropyl)-1-methylpiperidin-2-one NC(C[C@H]1CCC(N(C1)C)=O)(C)C